(2-((4-hydroxybutan-2-yl)amino)-5,6,7,8-tetrahydropyrimido[4',5':3,4]cyclohepta[1,2-b]indol-9-yl)dimethylphosphine oxide OCCC(C)NC=1N=CC2=C(C3=C(NC=4C(=CC=CC34)P(C)(C)=O)CCC2)N1